N-[5-(1H-benzimidazol-2-yl)-1-[(4-methoxyphenyl)methyl]pyrazol-3-yl]-6-[4-[methyl(methylsulfonyl)amino]-1-piperidyl]pyridine-3-carboxamide N1C(=NC2=C1C=CC=C2)C2=CC(=NN2CC2=CC=C(C=C2)OC)NC(=O)C=2C=NC(=CC2)N2CCC(CC2)N(S(=O)(=O)C)C